NC1=CC=C(C=N1)C1=CC(=C2C(=N1)SC(=C2N)S(=O)CCOC)C(F)(F)F 6-(6-aminopyridin-3-yl)-2-((2-methoxyethyl)sulfinyl)-4-(trifluoromethyl)thieno[2,3-b]pyridin-3-amine